O=S1(N(CC(N1)=O)C1=C(C=C(C(=O)N[C@@H]2CNCCC2)C=C1O)F)=O (S)-4-(1,1-dioxido-4-oxo-1,2,5-thiadiazolidin-2-yl)-3-fluoro-5-hydroxy-N-(piperidin-3-yl)benzamide